methyl-4,6-dihydropyrrolo[3,4-c]pyrazole CC1=C2C(=NN1)CNC2